(R/S)-2-(4-(5-chloropyrimidin-2-yl)phenyl)-4-((1-(hydroxymethyl)cyclobutyl)amino)-6,7-dihydrothieno[3,2-d]pyrimidine 5-oxide ClC=1C=NC(=NC1)C1=CC=C(C=C1)C=1N=C(C2=C(N1)CC[S@]2=O)NC2(CCC2)CO |r|